COC(CCC1=CC2=C(C=CC=C2C=C1)Br)=O 3-(8-bromonaphthalen-2-yl)propionic acid methyl ester